(R)-methyl 3-((2-(5-fluoro-1-tosyl-1H-pyrrolo[2,3-b]pyridin-3-yl)-6-(furan-2-yl)pyrimidin-4-yl)amino)-4,4-dimethylpentanoate FC=1C=C2C(=NC1)N(C=C2C2=NC(=CC(=N2)N[C@H](CC(=O)OC)C(C)(C)C)C=2OC=CC2)S(=O)(=O)C2=CC=C(C)C=C2